(1R,3aS,10aR)-1-[(1E,3ξ)-4,4-difluoro-3-hydroxy-1-octen-1-yl]-2,3,3a,9,10,10a-hexahydro-1H-benzo[b]cyclopenta[f]oxepin-6-carboxylic acid FC(C(/C=C/[C@H]1CC[C@H]2[C@@H]1CCC1=C(O2)C=C(C=C1)C(=O)O)O)(CCCC)F